1,7,7-trimethylbicyclo[2.2.1]heptan-2-yl 6-(methacryloyloxy)-4-oxohexanoate C(C(=C)C)(=O)OCCC(CCC(=O)OC1C2(CCC(C1)C2(C)C)C)=O